3-(6-amino-2-methylpyridin-3-yl)-6-((1R,3R)-1-amino-3-methyl-8-azaspiro[4.5]decan-8-yl)-5-Methyl-2,5-dihydro-4H-pyrazolo[3,4-d]pyrimidin-4-one NC1=CC=C(C(=N1)C)C=1NN=C2N=C(N(C(C21)=O)C)N2CCC1(C[C@H](C[C@H]1N)C)CC2